2-{4-[(3S)-3-fluoropyrrolidine-1-sulfonyl]-2-(methoxymethyl)phenyl}-4-methylquinoline-7-carboxylic acid methyl ester COC(=O)C1=CC=C2C(=CC(=NC2=C1)C1=C(C=C(C=C1)S(=O)(=O)N1C[C@H](CC1)F)COC)C